4'-[2-Hydroxy-3-(4-phenylpiperazin-1-yl)-propoxy]-4-methoxy-chalcone OC(COC1=CC=C(C(/C=C/C2=CC=C(C=C2)OC)=O)C=C1)CN1CCN(CC1)C1=CC=CC=C1